N1(CCNCC1)C=1C=C2C=CC=NC2=CC1 6-(piperazine-1-yl)quinoline